OCC=1C=NN(C1C)C1=CC=C(C=N1)S(=O)(=O)NC=1C(=CC=C2C=NN(C12)C)OC 6-[4-(hydroxymethyl)-5-methylpyrazol-1-yl]-N-(6-methoxy-1-methylindazol-7-yl)pyridine-3-sulfonamide